3,3-bis[bis-(2-methoxy-4-isopropylphenyl)phosphinomethyl]-1,5-dioxa-spiro[5.11]heptadecane COC1=C(C=CC(=C1)C(C)C)P(C1=C(C=C(C=C1)C(C)C)OC)CC1(COC2(OC1)CCCCCCCCCCC2)CP(C2=C(C=C(C=C2)C(C)C)OC)C2=C(C=C(C=C2)C(C)C)OC